N-(4-(chlorodifluoromethoxy)phenyl)-1-isopropyl-7-(1H-pyrazol-5-yl)-1H-indazole-5-carboxamide ClC(OC1=CC=C(C=C1)NC(=O)C=1C=C2C=NN(C2=C(C1)C1=CC=NN1)C(C)C)(F)F